CCCCCCCCCCCCCCCCCCCCCCCCCCCCCCCCCC(=O)[O-] The molecule is an ultra-long-chain fatty acid anion that is the conjugate base of tetratriacontanoic aacid, obtained by deprotonation of the carboxy group. It is a straight-chain saturated fatty acid anion and an ultra-long-chain fatty acid anion. It is a conjugate base of a tetratriacontanoic acid.